C(C)C1=NNC(C2=C1N=CC=C2)=O 8-ethylpyrido[2,3-d]pyridazin-5(6H)-one